(2-amino-3-methylquinolin-6-yl)(3-methyl-5-(5-(trifluoromethyl)pyridin-2-yl)morpholinyl)methanone NC1=NC2=CC=C(C=C2C=C1C)C(=O)N1C(COCC1C1=NC=C(C=C1)C(F)(F)F)C